C(C)C=1C(=C(C=C(C1)C)C(=O)C1=C(C=CC=C1)F)O (3-Ethyl-2-hydroxy-5-methylphenyl)(2-fluorophenyl)methanone